1,2,3-tris(di-t-butylphosphinomethyl)ferrocene C(C)(C)(C)P(C(C)(C)C)C[C-]1C(=C(C=C1)CP(C(C)(C)C)C(C)(C)C)CP(C(C)(C)C)C(C)(C)C.[CH-]1C=CC=C1.[Fe+2]